Methyl 1-(5-(2-((5,6-difluoro-2,3-dihydro-1H-inden-2-yl)amino)pyrimidin-5-yl)-1,3,4-Oxadiazol-2-yl)pyrrolidine-3-carboxylate FC=1C=C2CC(CC2=CC1F)NC1=NC=C(C=N1)C1=NN=C(O1)N1CC(CC1)C(=O)OC